C(CCCCCC\C=C/CCCCCCCC)(=O)OC(COC(CCC(=O)O)=O)COC(CCCCCC\C=C/CCCCCCCC)=O 4-(2,3-bis(((Z)-heptadec-8-enoyl)oxy)propoxy)-4-oxobutanoic acid